(2-phenethoxyvinyl)benzene C(CC1=CC=CC=C1)OC=CC1=CC=CC=C1